C(C=C)(=O)O.OCC(C)([SiH](C(C)C)C(C)C)O dihydroxyl-triisopropyl-silane acrylate